ethyl (1-((dimethylamino)-methyl)-4-hydroxy-7-phenoxyisoquinoline-3-carbonyl)glycinate CN(C)CC1=NC(=C(C2=CC=C(C=C12)OC1=CC=CC=C1)O)C(=O)NCC(=O)OCC